COC=1C=C2C=CN=C(C2=CC1OC)NC1=CC(=CC=C1)OC(F)(F)F 6,7-dimethoxy-N-(3-(trifluoromethoxy)phenyl)isoquinolin-1-amine